(3S)-5-chlorospiro[2,4-dihydro-1H-naphthalene-3,4'-5H-1,3-oxazole]-2'-amine ClC1=C2C[C@@]3(N=C(OC3)N)CCC2=CC=C1